BrC1=CC2=CN(N=C2C=C1)CC(=O)N(C)C 2-(5-bromo-2H-indazol-2-yl)-N,N-dimethylacetamide